O1CC(CC1)C1=CC=C2CCNC2=C1 6-(tetrahydrofuran-3-yl)indoline